C[In](C)C TriMethylIndium